1-(2,2-difluoroethyl)-N-((3aR,5s,6aS)-2-(5-(trifluoromethyl)pyridazin-3-yl)octahydrocyclopenta[c]pyrrol-5-yl)-1H-pyrazolo[3,4-b]pyrazin-6-amine FC(CN1N=CC=2C1=NC(=CN2)NC2C[C@@H]1[C@@H](CN(C1)C=1N=NC=C(C1)C(F)(F)F)C2)F